4-(4-(((2-(2,6-dioxopiperidin-3-yl)-7-fluoro-1,3-dioxoisoindolin-5-yl)methyl)(methyl)amino)piperidin-1-yl)-N-(4-methyl-3-((4-(pyridin-3-yl)pyrimidin-2-yl)amino)phenyl)benzamide O=C1NC(CCC1N1C(C2=C(C=C(C=C2C1=O)CN(C1CCN(CC1)C1=CC=C(C(=O)NC2=CC(=C(C=C2)C)NC2=NC=CC(=N2)C=2C=NC=CC2)C=C1)C)F)=O)=O